oxo[5,10,15,20-tetrakis(4-pyridyl)porphyrin] titanium (IV) [Ti+4].O=C1C2NC(=C1)C(=C1C=CC(=N1)C(=C1C=CC(N1)=C(C=1C=CC(N1)=C2C2=CC=NC=C2)C2=CC=NC=C2)C2=CC=NC=C2)C2=CC=NC=C2